2-(3,4-dibenzyloxy-phenyl)-3,5,7-tribenzyloxy-quinolin-4-one C(C1=CC=CC=C1)OC=1C=C(C=CC1OCC1=CC=CC=C1)C1=NC2=CC(=CC(=C2C(C1OCC1=CC=CC=C1)=O)OCC1=CC=CC=C1)OCC1=CC=CC=C1